[Ni].N=C(C)NC(C)=N N-(1-iminoethyl)acetamidine nickel